(3aS,4S,6R,6aR)-6-(6-amino-9H-purin-9-yl)-N-(4-(5-fluoro-6-((Z)-(hydroxyimino)methyl)pyridin-2-yl)but-3-yn-1-yl)-2,2-dimethyltetrahydrofuro[3,4-d][1,3]dioxole-4-carboxamide NC1=C2N=CN(C2=NC=N1)[C@@H]1O[C@@H]([C@@H]2[C@H]1OC(O2)(C)C)C(=O)NCCC#CC2=NC(=C(C=C2)F)\C=N/O